(R)-1-(4-chlorophenyl)ethyl 4-(7-(1-methyl-1H-pyrazol-4-yl)imidazo[1,2-b]pyridazin-3-yl)piperazine-1-carboxylate CN1N=CC(=C1)C1=CC=2N(N=C1)C(=CN2)N2CCN(CC2)C(=O)O[C@H](C)C2=CC=C(C=C2)Cl